bis(2-hydroxyethyl)oxamide OCCNC(C(NCCO)=O)=O